2-(4-chloro-2-fluorophenyl)-1-(5-methoxy-6-(trifluoromethyl)indolin-1-yl)ethanone ClC1=CC(=C(C=C1)CC(=O)N1CCC2=CC(=C(C=C12)C(F)(F)F)OC)F